C(C1=CC=CC=C1)OC=1C=C(OCCO[Si](C)(C)C(C)(C)C)C=CC1[N+](=O)[O-] (2-(3-(benzyloxy)-4-nitrophenoxy)ethoxy)(tert-butyl)dimethylsilane